ClC=1C=CC(=C(C1)C=1C(=CC(=CC1)C(N[C@H](COC)C1=CC=CC=C1)=O)C(=O)O)C1=NC2=C(N1C)C=CC=C2 5'-chloro-4-{[(1S)-2-methoxy-1-phenylethyl]carbamoyl}-2'-(1-methyl-1H-1,3-benzodiazol-2-yl)-[1,1'-biphenyl]-2-carboxylic acid